(S)-4-amino-1-(4-(azetidin-1-yl)-2,6-dichlorophenyl)-6-oxo-N-(5-(piperidin-2-yl)pyridin-3-yl)-1,6-dihydropyrimidine-5-carboxamide NC=1N=CN(C(C1C(=O)NC=1C=NC=C(C1)[C@H]1NCCCC1)=O)C1=C(C=C(C=C1Cl)N1CCC1)Cl